O\N=C(\N)/C=1C=C(C=CC1)CC(C=1SC=CN1)NS(=O)(=O)C=1C=C(NC(CCNC(OC(C)(C)C)=O)=O)C=CC1 tert-butyl N-[3-[3-[[2-[3-[(E)-N'-hydroxycarbamimidoyl]phenyl]-1-thiazol-2-yl-ethyl]sulfamoyl]anilino]-3-oxo-propyl]carbamate